3-(6-{[1-({[4-(trifluoromethyl)phenyl]methyl}carbamoyl)-D-prolyl]amino}pyridin-3-yl)benzoic acid FC(C1=CC=C(C=C1)CNC(=O)N1[C@H](CCC1)C(=O)NC1=CC=C(C=N1)C=1C=C(C(=O)O)C=CC1)(F)F